C(#N)C1=CC=C(OC(C(=O)NC=2SC=C(N2)CC(=O)OC)C2=CC=C(C=C2)S(=O)(=O)CC)C=C1 methyl 2-(2-{2-(4-cyanophenoxy)-2-[4-(ethylsulfonyl)phenyl]acetylamino}-1,3-thiazol-4-yl)acetate